C(C)(C)(C)OC(NC1=C(C=2C(=NC=CC2S1)Cl)C#N)=O N-(4-chloro-3-cyano-thieno[3,2-c]pyridin-2-yl)carbamic acid tert-butyl ester